NC1=C2C=CC=NC2=C(C=C1C(=O)C=1C2=CN(N=C2C=CC1F)C1OCCCC1)Br (5-amino-8-bromoquinolin-6-yl)-[5-fluoro-2-(oxan-2-yl)indazol-4-yl]methanone